N-(3-chloro-2-methylphenyl)-2-{[2-(morpholin-4-yl)ethyl]amino}-6-({[2-(trifluoromethyl)phenyl]carbonyl}amino)-1H-benzimidazole-4-carboxamide ClC=1C(=C(C=CC1)NC(=O)C1=CC(=CC=2NC(=NC21)NCCN2CCOCC2)NC(=O)C2=C(C=CC=C2)C(F)(F)F)C